ClC1=C(C(=NC=2CN3[C@@H](COC21)CN(CC3)C(C=C)=O)OC([2H])([2H])[2H])C3=C(C=CC=C3O)Cl 1-[(6aR)-4-Chloro-3-(2-chloro-6-hydroxyphenyl)-2-[(2H3)methyloxy]-6a,7,9,10-tetrahydro-12H-pyrazino[2,1-c]pyrido[2,3-f][1,4]oxazepin-8(6H)-yl]prop-2-en-1-one